17-Cyclopropylmethyl-3,14β-dihydroxy-4,5α-epoxy-6α-(indole-4-carboxamido)morphinan C1(CC1)CN1[C@H]2[C@@]3(CC[C@@H]([C@H]4[C@@]3(C=3C(=C(C=CC3C2)O)O4)CC1)NC(=O)C=1C=4C=CNC4C=CC1)O